C(C)N(C#N)CCC=1OC(=NN1)C=1C(=NC=CC1)NC1=CC=C(C=C1)C(F)(F)F ethyl-[2-[5-[2-[4-(trifluoromethyl)anilino]-3-pyridinyl]-1,3,4-oxadiazol-2-yl]ethyl]cyanamide